4'-(((2-(1-(hydroxymethyl)-2,6-dioxopiperidin-3-yl)-1,3-dioxoisoindolin-4-yl)amino)methyl)-[1,1'-biphenyl]-4-carboxylic acid OCN1C(C(CCC1=O)N1C(C2=CC=CC(=C2C1=O)NCC1=CC=C(C=C1)C1=CC=C(C=C1)C(=O)O)=O)=O